m-normal propyl-toluene tert-Butyl-(2S,4S)-2-cyclopropyl-4-hydroxy-piperidine-1-carboxylate C(C)(C)(C)OC(=O)N1[C@@H](C[C@H](CC1)O)C1CC1.C(CC)C=1C=C(C)C=CC1